1,2-dimethoxypropane terbium [Tb].COCC(C)OC